3-[(1Z)-1-{[4-(4-fluorophenoxy)phenyl]methylene}-2-methyl-1H-inden-3-yl]propanoic acid FC1=CC=C(OC2=CC=C(C=C2)\C=C/2\C(=C(C3=CC=CC=C23)CCC(=O)O)C)C=C1